Cl.ONC(C=C)=O N-hydroxyacrylamide hydrochloride